P(=O)(OCC(CCCC)CC)([O-])[O-] L-2-ethylhexyl phosphate